1,2-dibutoxycyclohexane C(CCC)OC1C(CCCC1)OCCCC